CC1(C(CCCC1)N)CC1(C(CCCC1)N)C di(1-methyl-2-aminocyclohexyl)methane